3-amino-3-(3-methyloxetan-3-yl)propanamide NC(CC(=O)N)C1(COC1)C